phenyl-(2-naphthyl)diphenylphosphine oxide C1(=CC=CC=C1)C1=C(C=CC=C1)P(C1=CC=CC=C1)(C1=CC2=CC=CC=C2C=C1)=O